1-(4-((tri-isopropyl-silyl)ethynyl)phenyl)ethan-1-ol C(C)(C)[Si](C(C)C)(C(C)C)C#CC1=CC=C(C=C1)C(C)O